CCCCCCCCCCCCCCCCCCCCC(C(=O)SCCNC(=O)CCNC(=O)[C@@H](C(C)(C)COP(=O)([O-])OP(=O)([O-])OC[C@@H]1[C@H]([C@H]([C@@H](O1)N2C=NC3=C(N=CN=C32)N)O)OP(=O)([O-])[O-])O)O The molecule is an acyl-CoA(4-) arising from deprotonation of the phosphate and diphosphate functions of 2-hydroxybehenoyl-CoA. It is a fatty acyl-CoA(4-) and an 11,12-saturated fatty acyl-CoA(4-). It is a conjugate base of a 2-hydroxybehenoyl-CoA.